(1r,2'S,4S)-4-(3-chloroanilino)-2'-[(2R)-2-methyl-3-{[(5R)-5-methyl-5,6,7,8-tetrahydroquinolin-4-yl]oxy}propyl]-2',3'-dihydrospiro[cyclohexane-1,1'-indene]-4-carboxylic acid ClC=1C=C(NC2(CCC3([C@H](CC4=CC=CC=C34)C[C@H](COC3=CC=NC=4CCC[C@H](C34)C)C)CC2)C(=O)O)C=CC1